FC1=C(C(=O)N(C2=NC=CC3=C2C=C(S3)C3=NC=CC=C3)[C@H]3CNCCC3)C=CC(=C1)C=1N=NN(C1)C 2-fluoro-4-(1-methyltriazol-4-yl)-N-[(3R)-3-piperidyl]-N-[2-(2-pyridyl)thieno[3,2-c]pyridin-4-yl]benzamide